(S)-N2-{4-[(3-chlorobenzyl)oxy]benzyl}serinamide ClC=1C=C(COC2=CC=C(CN[C@@H](CO)C(=O)N)C=C2)C=CC1